CN1C(=NN=C1)C[C@@H](C)C=1C=C(C=CC1)N1C(C2=CC(=CC(=C2C1)C(F)(F)F)C=C)=O (R)-2-(3-(1-(4-methyl-4H-1,2,4-triazol-3-yl)propan-2-yl)phenyl)-4-(trifluoromethyl)-6-vinylisoindolin-1-one